NC1=NN2C(C=C(C=C2)C=2C=C(C(=NC2)OC)C(=O)NCCC(C)C2=CC=CC=C2)=N1 5-{2-amino-[1,2,4]triazolo[1,5-a]pyridin-7-yl}-2-methoxy-N-(3-phenylbutyl)pyridine-3-carboxamide